[Li+].P(=O)([O-])(O)O.COC1=CC(=CC=C1O)\C=C\C(=O)CC(=O)\C=C\C1=CC=C(O)C(OC)=C1 curcumin monophosphate mono-lithium salt